NC1=C(C(=O)NC2=NC=C(C=C2)OC)C=CC=C1 2-amino-N-(5-methoxy-2-pyridyl)benzamide